C(C1=CC=CC=C1)OC(=O)N[C@H]1[C@]2(CC[C@@H](C1)N2)C(=O)OC(C)(C)C tert-butyl (1R,2R,4S)-2-(((benzyloxy)carbonyl)amino)-7-azabicyclo[2.2.1]heptanecarboxylate